4-(4,4-difluorocyclohexyl)-6,7-dimethyl-2-((2S)-2-(2-methyl-4-pyridinyl)-4-morpholinyl)pteridine FC1(CCC(CC1)C1=NC(=NC2=NC(=C(N=C12)C)C)N1C[C@@H](OCC1)C1=CC(=NC=C1)C)F